2-[4-[7-(2-fluoro-1-naphthyl)-2-[[(2S)-1-methylpyrrolidin-2-yl]methoxy]-6,8-dihydro-5H-pyrido[3,4-d]pyrimidin-4-yl]piperazin-2-yl]acetonitrile FC1=C(C2=CC=CC=C2C=C1)N1CC=2N=C(N=C(C2CC1)N1CC(NCC1)CC#N)OC[C@H]1N(CCC1)C